N1CC(C1)C1=CC2=C(N=CN=C2NC2=C(C=CC(=C2)Cl)F)C=N1 6-(azetidin-3-yl)-N-(5-chloro-2-fluoro-phenyl)pyrido[3,4-d]pyrimidin-4-amine